CC1(C=2C=CC(=CC2C(CC1)(C)C)N)C 5,5,8,8-tetramethyl-5,6,7,8-tetrahydronaphthalen-2-amine